CN(CCCN=C=NCC)C 1-(3'-dimethylaminopropyl)-3-Ethylcarbodiimide